C1C(=CC=CN1[C@H]2[C@@H]([C@@H]([C@H](O2)COP(=O)(O)OP(=O)(O)OC[C@@H]3[C@H]([C@H]([C@@H](O3)N4C=NC5=C(N=CN=C54)N)O)O)O)O)C(=O)N The molecule is an NADP obtained by formal reduction of the 1,2-position in the pyridine ring of beta-NAD. It is a NAD and a NAD(P)H. It is a conjugate acid of a 2-hydro-beta-NAD(2-).